((1R,3S)-3-((7-cyano-5-(isopropylamino)-2,6-naphthyridin-3-yl)amino)cyclopentyl)(methyl)carbamate C(#N)C1=NC(=C2C=C(N=CC2=C1)N[C@@H]1C[C@@H](CC1)OC(NC)=O)NC(C)C